7-((1S,3S)-3-(6-(trifluoromethyl)pyridin-3-yl)cyclopentyl)-2-thia-7-azaspiro[3.5]nonane 2,2-dioxide FC(C1=CC=C(C=N1)[C@@H]1C[C@H](CC1)N1CCC2(CS(C2)(=O)=O)CC1)(F)F